ClC1=C(C(=CC=C1)Cl)N1N=C(C(=C1)NC1=NC=C(C=C1)C(=O)N1CC(C1)(C)C)C(=O)N 1-(2,6-dichlorophenyl)-4-((5-(3,3-dimethylazetidine-1-carbonyl)pyridin-2-yl)amino)-1H-pyrazole-3-carboxamide